(E)-2-bromo-4-(2-(6-((2-(2-fluoroethoxy)ethyl)(methyl)amino)-5-methylbenzo[d]thiazol-2-yl)vinyl)-6-methoxyphenol BrC1=C(C(=CC(=C1)\C=C\C=1SC2=C(N1)C=C(C(=C2)N(C)CCOCCF)C)OC)O